FC(C1=CC=C2C(=NN(C2=C1)C1=CC=C(C=C1)C(F)(F)F)CNC(C)=O)(F)F N-[[6-(trifluoromethyl)-1-[4-(trifluoromethyl)phenyl]indazol-3-yl]methyl]acetamide